BrC1=C(C=NN(C1=O)C)N[C@@H]1C[C@@H](CN(C1)C)C1=CC=C(C=C1)CN1CCN(CC1)C1=CC(=NC=C1)C1C(NC(CC1)=O)=O 3-[4-[4-[[4-[(3R,5R)-5-[(5-bromo-1-methyl-6-oxo-pyridazin-4-yl)amino]-1-methyl-3-piperidyl]phenyl]methyl]piperazin-1-yl]-2-pyridyl]piperidine-2,6-dione